C(C1=CC=CC=C1)(C1=CC=CC=C1)N1[C@@H]2CN([C@H](C1)C2)C(=O)C=2C(=C1CN(C(C1=CC2)=O)C2C(NC(CC2)=O)=O)F 3-(5-((1S,4S)-5-benzhydryl-2,5-diazabicyclo[2.2.1]heptane-2-carbonyl)-4-fluoro-1-oxoisoindolin-2-yl)piperidine-2,6-dione